[Cl-].[Cl-].C(C)N(P(=O)(N)N)CC N,N-diethyl-phosphoramide dichloride